1,1,2,2-tetrafluoro-2-(2-(2,2,2-trifluoroethoxy)ethoxy)ethane FC(C(OCCOCC(F)(F)F)(F)F)F